FC1=C(C(=O)O)C=CC(=C1)N 2-fluoro-para-aminobenzoic acid